BrCCN1C=COC2=C1C=CC=C2 N-(2-bromoethyl)-1,4-benzoxazine